CC1=CC=C(C=C1)C1=C(C=C2C(=N1)C=CN2CC2(CNCC2)C)C2=CC=C(C#N)C=C2 4-[5-(4-methylphenyl)-1-[(3-methylpyrrolidin-3-yl)methyl]pyrrolo[3,2-b]pyridin-6-yl]benzonitrile